OC1=CC=C(/C=C/C2SC3=C(N2C)C=CC=C3)C=C1 (E)-2-(4-Hydroxystyryl)-3-methylbenzo[d]thiazole